Cl.COC=1C=C2C(NN=C(C2=CC1OC)C1=C(C(=C(CS(=O)(=O)N)C=C1)F)F)=O (4-(6,7-dimethoxy-4-oxo-3,4-dihydro-phthalazin-1-yl)-2,3-difluorobenzyl)sulfonamide hydrochloride